methyl (4-tolyl) disulfide C1(=CC=C(C=C1)SSC)C